BrC=1C=C(CN2C=C(CC2)OC(CCNC=2N=[N+](C3=C([N+]2[O-])C=CC(=C3)OC(F)(F)F)[O-])=O)C=CN1 (S)-3-((3-((1-(2-bromoisonicotinyl)pyrrolin-3-yl)oxy)-3-oxopropyl)amino)-7-(Trifluoromethoxy)benzo[e][1,2,4]triazine-1,4-dioxide